3-bromo-N-[6-(5-chloro-1,3-benzoxazol-2-yl)spiro[3.3]heptan-2-yl]furan-2-carboxamide BrC1=C(OC=C1)C(=O)NC1CC2(C1)CC(C2)C=2OC1=C(N2)C=C(C=C1)Cl